C12(CC3CC(CC(C1)C3)C2)P(C23CC1CC(CC(C2)C1)C3)CCCC 1-[1-adamantanyl(butyl)phosphino]adamantane